2-methylpropan-2-yl 4-{7-bromo-6-[(2-chloro-5-fluorophenyl) carbonyl]-2-methyl-5-nitroindazol-3-yl}-1,2,3,6-tetrahydropyridine-1-carboxylate BrC1=C(C(=CC2=C(N(N=C12)C)C=1CCN(CC1)C(=O)OC(C)(C)C)[N+](=O)[O-])C(=O)C1=C(C=CC(=C1)F)Cl